FC(C=1C=C(C=CC1)NC1=NC(=NC(=N1)NC1=CC(=CC=C1)C(F)(F)F)NC[C@@H](CO)O)(F)F (S)-3-((4,6-bis((3-(trifluoromethyl)phenyl)amino)-1,3,5-triazin-2-yl)amino)propane-1,2-diol